C1(CC1)C(CNC(=O)C1=CC(=NO1)O)(CC1=CC=C(C=C1)F)C N-(2-cyclopropyl-3-(4-fluorophenyl)-2-methylpropyl)-3-hydroxyisoxazole-5-carboxamide